tert-butyl 3-(((2-((s)-2,2-dimethylcyclopropane-1-carbonyl)-6-(thiazole-5-carbonyl)-2,6-diazaspiro[3.4]octan-8-yl)methoxy)methyl)-4'-(trifluoromethyl)-[1,1'-biphenyl]-2-carboxylate CC1([C@H](C1)C(=O)N1CC2(C1)CN(CC2COCC2=C(C(=CC=C2)C2=CC=C(C=C2)C(F)(F)F)C(=O)OC(C)(C)C)C(=O)C2=CN=CS2)C